N1(CCOCC1)C1=CC=CC=[NH+]1 6-morpholinylpyridinium